CCCCCCCC/C=C\CCCCCCCCOC(=O)O[C@H]1CC[C@@]2([C@H]3CC[C@]4([C@H]([C@@H]3CC=C2C1)CC[C@@H]4[C@H](C)CCCC(C)C)C)C cholesteryl oleyl carbonate